4-chloro-2-cyano-N-((1S,2R)-2-(6-fluoro-2,3-dimethylphenyl)-1-(5-oxo-4,5-dihydro-1,3,4-oxadiazol-2-yl)propyl)-N-methylbenzenesulfonamide ClC1=CC(=C(C=C1)S(=O)(=O)N(C)[C@@H]([C@H](C)C1=C(C(=CC=C1F)C)C)C=1OC(NN1)=O)C#N